(R)-5-(3-aminopiperidine-1-carboxamido)-1-(2-((2-(3-chloro-2-fluorophenylmethylamino)-2-oxoethyl)(cyclopropyl)amino)-2-oxoethyl)-1H-indazole-3-carboxamide N[C@H]1CN(CCC1)C(=O)NC=1C=C2C(=NN(C2=CC1)CC(=O)N(C1CC1)CC(=O)NCC1=C(C(=CC=C1)Cl)F)C(=O)N